4,4'-dihydroxybiphenyl dipotassium salt [K].[K].OC1=CC=C(C=C1)C1=CC=C(C=C1)O